ethyl 3-(isopropyl (3-ethoxy-3-oxopropyl) amino)-3-oxopropanoate C(C)(C)N(C(CC(=O)OCC)=O)CCC(=O)OCC